BrCC1=C(C=NC=C1)NC1C(NC(CC1)=O)=O 3-((4-(bromomethyl)pyridin-3-yl)amino)piperidine-2,6-dione